ClC=1C=C(C(=O)O)C=C(C1)Cl 3,5-dichlorobenzoic acid